2-(thiophen-2-yl)-1H-indole S1C(=CC=C1)C=1NC2=CC=CC=C2C1